(3-amino-4-fluorophenyl)(3-methoxyphenyl)methanol NC=1C=C(C=CC1F)C(O)C1=CC(=CC=C1)OC